C(C)(C)N1CCN(CC1)C1=CC=CC=2NC=NC21 4-(4-isopropylpiperazin-1-yl)-1H-benzo[d]Imidazole